(2R,3S)-N-((3S)-8-cyano-9-methoxy-2-oxo-5-phenyl-2,3-dihydro-1H-1,4-benzodiazepin-3-yl)-2,3-bis(3,3,3-trifluoropropyl)succinamide C(#N)C1=C(C2=C(C(=N[C@@H](C(N2)=O)NC([C@@H]([C@@H](C(=O)N)CCC(F)(F)F)CCC(F)(F)F)=O)C2=CC=CC=C2)C=C1)OC